CN(C1=CC(=CC=C1)C=1CCCCN1)C N,N-dimethyl-3-(2,3,4,5-tetrahydropyridin-6-yl)aniline